C(C)(C)(C)OC(=O)N1CCC(CC1)C1=CC=C(C=C1)C(CCC(=O)O)(C)C#N 4-[4-(1-tert-butoxycarbonyl-4-piperidinyl)phenyl]-4-cyano-pentanoic acid